(3-chloro-5-(1H-pyrazol-1-yl)phenoxy)quinoline-6-carboxamide ClC=1C=C(OC2=NC3=CC=C(C=C3C=C2)C(=O)N)C=C(C1)N1N=CC=C1